cis-2-(3-bromophenyl)cyclobutanecarboxylic acid BrC=1C=C(C=CC1)[C@@H]1[C@@H](CC1)C(=O)O